1-(1-(1-(1H-pyrazol-4-yl)-1H-1,2,3-triazol-4-yl)-2-phenylethyl)-4-(5-chloro-2-(4-chloro-1H-1,2,3-triazol-1-yl)phenyl)-5-methoxypyridin-2(1H)-one N1N=CC(=C1)N1N=NC(=C1)C(CC1=CC=CC=C1)N1C(C=C(C(=C1)OC)C1=C(C=CC(=C1)Cl)N1N=NC(=C1)Cl)=O